N(=[N+]=[N-])CCOC[C@H](C)NC(OC(C)(C)C)=O tert-Butyl N-[(1S)-2-(2-azidoethoxy)-1-methyl-ethyl]carbamate